C(#N)[C@@H](CO)N1C(N=CC=C1C1=CC=C(C=C1)OC(F)(F)F)C=1C=NN(C1)C N-[(1S)-1-Cyano-2-hydroxyethyl]-2-(1-methyl-1H-pyrazol-4-yl)-6-[4-(trifluoromethoxy)phenyl]pyrimidin